(S)-6-isopropyl-2-methoxy-3-(3-methoxypropoxy)-10-oxo-5,10-dihydro-6H-pyrido[1,2-h][1,7]naphthyridin-9-carbonitril C(C)(C)[C@@H]1CC=2C=C(C(=NC2C=2N1C=C(C(C2)=O)C#N)OC)OCCCOC